N1=C(C=CC=C1)CN(CCNC(=O)O[C@H]1[C@@H](N(C[C@H]1OC(=O)OC(C)(C)C)C(=O)OC(C)(C)C)CC1=CC=C(C=C1)OC)CC1=NC=CC=C1 tert-butyl (2S,3S,4R)-3-[({2-[bis(pyridin-2-ylmethyl) amino]ethyl}carbamoyl)oxy]-4-[(tert-butoxycarbonyl)oxy]-2-[(4-methoxyphenyl) methyl]pyrrolidine-1-carboxylate